F[C@H]1C[C@H](N2N=C(N=C21)C(=O)N2[C@H]([C@H](CC2)C(F)(F)F)C)C2=CC=CC=C2 |r| [rac-(5S,7S)-7-Fluoro-5-phenyl-6,7-dihydro-5H-pyrrolo[1,2-b][1,2,4]triazol-2-yl]-[rac-(2S,3S)-2-methyl-3-(trifluoromethyl)pyrrolidin-1-yl]methanon